(S)-3-((tert-Butoxycarbonyl)amino)-4-(4'-chloro-3'-cyano-[1,1'-biphenyl]-3-yl)butanoic acid C(C)(C)(C)OC(=O)N[C@H](CC(=O)O)CC=1C=C(C=CC1)C1=CC(=C(C=C1)Cl)C#N